[Ni].[Re].[Al] aluminum-rhenium nickel